ClC=1C2=CN(N=C2C=CC1C1=CNC2=C1C=1N(C(=N2)N2[C@H]3CC(C[C@@H]2CC3)(N)C)C=CN1)C (1r,3s,5s)-8-(9-(4-chloro-2-methyl-2H-indazol-5-yl)-7H-imidazo[1,2-c]pyrrolo[3,2-e]pyrimidin-5-yl)-3-methyl-8-azabicyclo[3.2.1]octane-3-amine